COC1=C(N)C=C(C=C1)C(=C)C1=NC(=NC2=CC=CC=C12)C 2-Methoxy-5-(1-(2-methylquinazolin-4-yl)vinyl)aniline